FC(C(=O)O)(F)F.OC=1C=C(C=CC1CNC)N1N=C2C(=CC=CC2=C1)C(=O)N 2-{3-hydroxy-4-[(methylamino)methyl]phenyl}-2H-indazole-7-carboxamide trifluoroacetate salt